4-(4-chlorobenzyl)-4H-thieno[3,2-b]pyrrole-5-carboxylic acid ClC1=CC=C(CN2C3=C(C=C2C(=O)O)SC=C3)C=C1